C(C)(C)(C)OC(=O)N1C[C@@H]2COC3=C(C(=C4C=NN(C4=C3CN2CC1)C)C1=C(C=CC=C1O)F)Cl (7AR)-5-chloro-4-(2-fluoro-6-hydroxyphenyl)-1-methyl-1,7a,8,10,11,13-hexahydropyrazino[2',1':3,4][1,4]oxazepino[7,6-g]indazole-9(7H)-carboxylic acid tert-butyl ester